Cl.NC1=C(COC2=CC=CC(=N2)C2=CC(=C(CC3=NC4=C(N3CCOC)C=C(C=C4)C(=O)OC)C=C2)F)C=CC=C1 methyl 2-(4-(6-((2-aminobenzyl)oxy)pyridin-2-yl)-2-fluorobenzyl)-1-(2-methoxyethyl)-1H-benzo[d]imidazole-6-carboxylate hydrochloride salt